O=C1S\C(\C(N1CCCCCCC(=O)NO)=O)=C/C=1C=C2C=CC=NC2=CC1 (Z)-7-(2,4-dioxo-5-(quinolin-6-ylmethylene)thiazolidin-3-yl)-N-hydroxyheptanamide